6-bromo-7-(difluoromethoxy)-4-(1-ethyl-3-phenyl-1H-pyrazol-4-yl)quinazoline Sodium 2-chloro-2,2-difluoroacetate ClC(C(=O)[O-])(F)F.[Na+].BrC=1C=C2C(=NC=NC2=CC1OC(F)F)C=1C(=NN(C1)CC)C1=CC=CC=C1